C(C(C)C)OC(=O)C1=C(SC=C1C(=O)OCC(C)C)C1=CC=CC=C1 2-phenyl-3,4-thiophenedicarboxylic acid diisobutyl ester